7-(2-fluoro-3-(1-(1-phenylethyl)-1H-pyrazol-4-yl)phenyl)-[1,2,4]triazolo[1,5-a]pyridin-2-amine FC1=C(C=CC=C1C=1C=NN(C1)C(C)C1=CC=CC=C1)C1=CC=2N(C=C1)N=C(N2)N